P(=O)([O-])(O)O.C(CC(=O)O)(=O)OF.C(CC(=O)O)(=O)OF.[Li+] lithium difluoro bis(malonate) phosphate